OCC1C2C3C(CC(C2CC1)C3)C(=O)OCCCCC 3-hydroxymethyl-9-pentoxycarbonyl-tricyclo[5.2.1.02,6]decane